fluorine chlorine potassium salt [K].[Cl].[F]